(S)-(5-(Oxazol-2-yl)isochroman-1-yl)methanamine hydrochloride salt Cl.O1C(=NC=C1)C1=C2CCO[C@@H](C2=CC=C1)CN